C(C)OC(=O)C1C(N=C(NC1C)C(F)(F)F)=O 6-methyl-4-oxo-2-(trifluoromethyl)-5,6-dihydro-1H-pyrimidine-5-carboxylic acid ethyl ester